O=C([C@H](CC1=CC=CC=C1)NC(=O)C=1NC2=CC=CC=C2C1)N[C@@H](C[C@H]1C(NCC1)=O)C#C N-((S)-1-oxo-1-(((S)-1-((S)-2-oxopyrrolidin-3-yl)but-3-yn-2-yl)amino)-3-phenylpropan-2-yl)-1H-indole-2-carboxamide